FC1=CC=C(C(=C1F)C1=CC=C(C=C1)C(F)(F)F)C(=O)NCC(C1=CC=NN1C1=CC=CC=C1)=O 5,6-difluoro-N-[2-oxo-2-(1-phenyl-1H-pyrazol-5-yl)ethyl]-4'-(trifluoromethyl)[biphenyl]-2-carboxamide